OCCC(CCC=C(C(=O)O)C)C 8-hydroxy-2,6-dimethyl-2-octenoic acid